CC1=NC=CC(=N1)C1=CC(=CS1)O 5-(2-methylpyrimidin-4-yl)thiophen-3-ol